N-((2-(2,6-dioxopiperidin-3-yl)-1-oxoisoindolin-5-yl)methyl)-6-chlorochroman-3-carboxamide O=C1NC(CCC1N1C(C2=CC=C(C=C2C1)CNC(=O)C1COC2=CC=C(C=C2C1)Cl)=O)=O